1-bromo-2-fluoro-3-((trifluoromethyl)sulfonyl)benzene BrC1=C(C(=CC=C1)S(=O)(=O)C(F)(F)F)F